[2-Amino-6-(2,6-Difluoro-Benzoyl)-Imidazo[1,2-a]Pyridin-3-Yl]-Phenyl-Methanone NC=1N=C2N(C=C(C=C2)C(C2=C(C=CC=C2F)F)=O)C1C(=O)C1=CC=CC=C1